BrCC(=O)C=1C=NC(=CC1C)C 2-bromo-1-(4,6-dimethylpyridin-3-yl)ethan-1-one